C(C)OC(C(CCC)(CCC)C#N)=O ethyl-2-cyano-2-propylvalerate